C(C(C)C)C=1C(=C(C(C(=O)O)=CC1)C(=O)O)CC(C)C.C(C=1C(C(=O)OCC(C)C)=CC=CC1)(=O)OCC(C)C diisobutyl Phthalate (diisobutylphthalate)